N1CC(C1)C1CN(CCC1)C1COC1 3-(azetidin-3-yl)-1-(oxetan-3-yl)piperidine